CN1N=C(C=C1C)NC1=NC=C(C(=N1)N1C=CC2=CC=CC=C12)C (2-((1,5-dimethyl-1H-pyrazol-3-yl)amino)-5-methylpyrimidin-4-yl)-1H-indol